1-((5-(5-(difluoromethyl)-1,3,4-oxadiazol-2-yl)pyridin-2-yl)methyl)-3-methyl-5-(1-methyl-1H-pyrazol-5-yl)-1,3-dihydro-2H-benzo[d]imidazol-2-one FC(C1=NN=C(O1)C=1C=CC(=NC1)CN1C(N(C2=C1C=CC(=C2)C2=CC=NN2C)C)=O)F